8-[(1,3-benzothiazol-2-yl)carbamoyl]-3,4-dihydroisoquinolin S1C(=NC2=C1C=CC=C2)NC(=O)C=2C=CC=C1CCN=CC21